ClC1=C(C(=NN1CC1=CC=C(C=C1)F)C(=O)OCC)CC=O ethyl 5-chloro-1-(4-fluorobenzyl)-4-(2-oxoethyl)-1H-pyrazole-3-carboxylate